C(C1=CC=C(C(=O)Cl)C=C1)(=O)Cl terephthaloic dichloride